N-(BUTAN-2-YL)-2-(2-FORMYLPIPERIDIN-1-YL)PROPANAMIDE CC(CC)NC(C(C)N1C(CCCC1)C=O)=O